COC1=C(C(CC1)=O)C(C)CCC=C(C)C 3-methoxy-2-(6-methylhept-5-en-2-yl)cyclopent-2-en-1-one